2-oxabicyclo[2.2.2]octan C12OCC(CC1)CC2